6-(cyclopropylmethoxy)-1-methyl-4-[4-(5-methyl-1,3-benzooxazol-2-yl)piperidin-1-yl]-2-oxo-1,2-dihydroquinoline-3-carbonitrile C1(CC1)COC=1C=C2C(=C(C(N(C2=CC1)C)=O)C#N)N1CCC(CC1)C=1OC2=C(N1)C=C(C=C2)C